tert-butyl 2-chloro-3-(2-(methoxymethyl)phenyl)-4-oxo-4,5,6,8-tetrahydropyrido[3,4-d]pyrimidine-7(3H)-carboxylate ClC=1N(C(C2=C(N1)CN(CC2)C(=O)OC(C)(C)C)=O)C2=C(C=CC=C2)COC